C(C)(C)(C)OC(=O)C1=CC=C(O1)C(=O)O 5-(tert-butoxycarbonyl)furan-2-carboxylic acid